(S)-2-amino-3-((1s,4R)-4-methoxycyclohexyl)propanoic acid N[C@H](C(=O)O)CC1CCC(CC1)OC